ClC1=CC=C(C=C1)N(C(=O)OCC1CCC(CC1)COCC(=O)OC(C)(C)C)C1=CC=CC=C1 tert-butyl (((1r,4r)-4-(((4-chlorophenyl)(phenyl)carbamoyloxy)methyl)cyclohexyl)methoxy)acetate